((2R,3S,5R)-5-(6-amino-2-fluoro-9H-purin-9-yl)-2-ethynyl-3-(propionyloxy) tetrahydro-furan-2-yl)methyl pentanoate C(CCCC)(=O)OC[C@]1(O[C@H](C[C@@H]1OC(CC)=O)N1C2=NC(=NC(=C2N=C1)N)F)C#C